C(CCC)[SnH](CCCCC)CCCC dibutyl-(pentyl)stannane